(E)-3-((2-phenylhydrazineylidene)methyl)-1H-indole C1(=CC=CC=C1)N\N=C\C1=CNC2=CC=CC=C12